1,6-hexamethylenebis(N,N-dimethylsemicarbazide) CN(C)NC(=O)NCCCCCCNC(=O)NN(C)C